FC(OC1=C(C=C(C=C1)C1C[C@@H](N(C1)C(C)=O)CO)OC(C)C)F 1-((2R)-4-(4-(difluoromethoxy)-3-isopropoxyphenyl)-2-(hydroxymethyl)pyrrolidin-1-yl)ethanone